C(CCC(=O)OC\C=C(\C)/CCC=C(C)C)(=O)OC\C=C(\C)/CCC=C(C)C dineryl Succinate